FC(C(C(C(C(O)(F)F)(F)F)(F)F)(F)F)C nonafluoro-1-Hexanol